C(=C)[Si]([SiH](C)C)([SiH](C)C)[SiH](C)C vinyltris(dimethylsilanyl)silane